CN1N=C2C3=NN(C=4C=CC(OCCCNC(OCCC1=C2)=O)=CC34)C3OCCCC3 4-methyl-19-(oxan-2-yl)-8,14-dioxa-3,4,10,19,20-pentaazatetracyclo[13.5.2.12,5.018,21]tricosa-1(20),2,5(23),15(22),16,18(21)-hexaen-9-one